FC(C1=NN=C(O1)C=1C=C(C=C(C1)F)C=1N(C=CN1)CC=1C=CC(=NC1)C#N)F 5-[(2-{3-[5-(difluoromethyl)-1,3,4-oxadiazol-2-yl]-5-fluorophenyl}-1H-imidazol-1-yl)methyl]pyridine-2-carbonitrile